N,N'-dimethyl-bipyridine CN1C(C=CC=C1)=C1N(C=CC=C1)C